6-[(3-hydroxy-2-pyridyl)oxy]-N-(4-methyl-1,1-dioxo-thian-4-yl)imidazo[1,2-a]pyridine-2-carboxamide OC=1C(=NC=CC1)OC=1C=CC=2N(C1)C=C(N2)C(=O)NC2(CCS(CC2)(=O)=O)C